n-octyl-trimethyl-ammonium chloride [Cl-].C(CCCCCCC)[N+](C)(C)C